2-(2-(cyclopropanesulfonamido)thiazol-4-yl)-N-(4-(6-ethylpyrazin-2-yl)-2-fluorophenyl)butanamide C1(CC1)S(=O)(=O)NC=1SC=C(N1)C(C(=O)NC1=C(C=C(C=C1)C1=NC(=CN=C1)CC)F)CC